(5RS)-5-[(3-Hydroxyazetidin-1-yl)carbonyl]-2-[3-(trifluoromethyl)benzyl]-5,6,7,8-tetrahydro[1,2,4]triazolo[4,3-a]pyridin-3(2H)-one OC1CN(C1)C(=O)[C@H]1CCCC=2N1C(N(N2)CC2=CC(=CC=C2)C(F)(F)F)=O |r|